imidazolidinylurea OCC1(NC(=O)NCNC(=O)NC2(CO)NC(=O)NC2=O)NC(=O)NC1=O